4-[(1ξ)-1-aminoethyl]-2-{6-[(5ξ)-5-methyl-6,7-dihydro-5H-pyrrolo[2,1-c][1,2,4]triazol-3-yl]pyridin-2-yl}-6-[(2R)-2-methylpyrrolidin-1-yl]-2,3-dihydro-1H-pyrrolo[3,4-c]pyridin-1-one NC(C)C1=NC(=CC2=C1CN(C2=O)C2=NC(=CC=C2)C=2N1C(=NN2)CCC1C)N1[C@@H](CCC1)C